tert-butyl (2-(2-(2-(2-oxo-2,3-dihydro-1H-benzo[d]imidazol-1-yl)ethoxy)ethoxy)ethyl)carbamate O=C1NC2=C(N1CCOCCOCCNC(OC(C)(C)C)=O)C=CC=C2